C1(=CC=C(C=C1)CS)C1=CC=CC=C1 4-biphenylmethanethiol